O=C1NCC2=C1SC(=C2)C2OCCCC2 6-oxo-2-(tetrahydro-2H-pyran-2-yl)-4,6-dihydro-5H-thieno[2,3-c]pyrrol